ClC=1N=C(C2=C(N1)N(C=C2)[C@@H]2C[C@@H]([C@@H]1[C@H]2OC(O1)(C)C)C1=CC(NC=C1)=O)Cl 4-[(3aR,4R,6R,6aS)-6-{2,4-Dichloropyrrolo[2,3-d]pyrimidin-7-yl}-2,2-dimethyl-tetrahydro-3aH-cyclopenta[d][1,3]dioxol-4-yl]-1H-pyridin-2-one